C(CCCCCCCCCCCCCCCCCCCCCCCCCCCCC)(=O)N n-triacontanoic acid amide